CCCCC(CC)CC 1-methyl-4-ethylhexane